FC=1C(=C(C=CC1F)[C@@H]1[C@H](O[C@@](C1)(C(F)(F)F)C)C(=O)NC1=CC(=NC=C1)C(=O)N)OC 4-((2S,3R,5S)-3-(3,4-difluoro-2-methoxyphenyl)-5-methyl-5-(trifluoromethyl)tetrahydrofuran-2-carboxamido)picolinamide